FC1=C(C(=O)NC2=CC(=CC=C2)NC2=CC=NC=C2)C=C(C=C1)NC1=CC=NC2=CC=C(C=C12)F 2-fluoro-5-((6-fluoroquinolin-4-yl)amino)-N-(3-(pyridin-4-ylamino)phenyl)benzamide